N1,N2,N2-tridodecylethane-1,2-diamine C(CCCCCCCCCCC)NCCN(CCCCCCCCCCCC)CCCCCCCCCCCC